3-(2-phenethyl-1,3-dioxolan-4-yl)-1-phenylbutan-1-ol C(CC1=CC=CC=C1)C1OCC(O1)C(CC(O)C1=CC=CC=C1)C